(R)-(2-(5-(2-(5-chloro-2-fluorophenyl)pyrrolidin-1-yl)pyrazolo[1,5-a]pyrimidin-3-yl)-1H-benzo[d]imidazol-6-yl)dimethylphosphine oxide ClC=1C=CC(=C(C1)[C@@H]1N(CCC1)C1=NC=2N(C=C1)N=CC2C2=NC1=C(N2)C=C(C=C1)P(C)(C)=O)F